C(CC1=CC=CC=C1)N (R)-phenethylamine